(S)-2-(sec-butoxy)-7-((6-(2-(methylamino)ethoxy)pyridin-3-yl)methyl)imidazo[2,1-f][1,2,4]triazin-4-amine [C@H](C)(CC)OC1=NN2C(C(=N1)N)=NC=C2CC=2C=NC(=CC2)OCCNC